6-(3-{3-[(2-cyclopropylpyridin-3-yl)sulfonyl]propanoyl}-3,8-diazabicyclo[3.2.1]octan-8-yl)pyridine-3-carbonitrile C1(CC1)C1=NC=CC=C1S(=O)(=O)CCC(=O)N1CC2CCC(C1)N2C2=CC=C(C=N2)C#N